ClC1=C(C=CC=C1)C1(N=COC1C1=C(C=CC=C1)[N+](=O)[O-])C(=O)NCCN1CCN(CC1)C 4-(chlorophenyl)-N-(2-(4-methylpiperazin-1-yl)ethyl)-5-(2-nitrophenyl)oxazole-4-carboxamide